N-methyltryptophan CN[C@@H](CC1=CNC2=CC=CC=C12)C(=O)O